C(CCCCCC(C)C)OC(=O)C1C(CCCC1)C(=O)OCCCCCCC(C)C di(isononyl)-1,2-cyclohexanedicarboxylate